2-(heptadec-16-yn-1-yloxy)ethyl hydrogen ((((R)-1-(6-amino-9H-purin-9-yl)propan-2-yl)oxy)methyl)phosphonate NC1=C2N=CN(C2=NC=N1)C[C@@H](C)OCP(OCCOCCCCCCCCCCCCCCCC#C)(O)=O